3-(4-Cyano-2-methylphenoxy)-N-(3-methanesulfonylphenyl)-6-(trifluoromethyl)pyridazine-4-carboxamide C(#N)C1=CC(=C(OC=2N=NC(=CC2C(=O)NC2=CC(=CC=C2)S(=O)(=O)C)C(F)(F)F)C=C1)C